(S)-quinuclidin-3-yl (6-(4-isobutylphenyl)-1,2,3,4-tetrahydronaphthalen-1-yl)carbamate C(C(C)C)C1=CC=C(C=C1)C=1C=C2CCCC(C2=CC1)NC(O[C@@H]1CN2CCC1CC2)=O